3-{4-[(6-amino-4-pyrimidinyl)oxy]-2-methylphenyl}-1-[4-fluoro-3-(trifluoromethoxy)phenyl]-2,4-imidazolidinedione NC1=CC(=NC=N1)OC1=CC(=C(C=C1)N1C(N(CC1=O)C1=CC(=C(C=C1)F)OC(F)(F)F)=O)C